COCCCC1=CC=CC1 1-(3-methoxypropyl)cyclopenta-1,3-diene